amino-2-(4-cyclohexylpiperazin-1-yl)-4-{[4-(1,1,1,3,3,3-hexafluoro-2-hydroxypropan-2-yl)phenyl]amino}anthracene-9,10-dione NC1=C(C=C(C=2C(C3=CC=CC=C3C(C12)=O)=O)NC1=CC=C(C=C1)C(C(F)(F)F)(C(F)(F)F)O)N1CCN(CC1)C1CCCCC1